N1CC(C1)N(C1=C(C=C(C=C1)NC1=NC=2N(C(=C1)NC1CC1)N=CC2C#N)CS(=O)(=O)C)C 5-((4-(Azetidin-3-yl(methyl)amino)-3-((methylsulfonyl)methyl)phenyl)amino)-7-(cyclopropylamino)pyrazolo[1,5-a]pyrimidine-3-carbonitrile